dodecyl-benzenesulfonic acid potassium salt [K+].C(CCCCCCCCCCC)C1=C(C=CC=C1)S(=O)(=O)[O-]